FC(C1=CC=CC=2SC=C(C21)N)(F)F 4-(trifluoromethyl)benzo[b]thiophen-3-amine